C1(CC1)OCCN1C=C(C=2C(N(C=CC21)CC)=O)I 1-(2-Cyclopropoxyethyl)-5-ethyl-3-iodo-1,5-dihydro-4H-pyrrolo[3,2-c]pyridin-4-one